C(C)(C)(C)OC(=O)NCCC(C(C(=O)OCC1=CC=CC=C1)N1C(C2=CC=CC=C2C1=O)=O)(C)C Benzyl 5-(tert-butoxycarbonylamino)-2-(1,3-dioxoisoindolin-2-yl)-3,3-dimethyl-pentanoate